4-[[2-(4-chlorophenyl)imidazo[1,2-a]pyrazin-3-yl]amino]benzoic acid ClC1=CC=C(C=C1)C=1N=C2N(C=CN=C2)C1NC1=CC=C(C(=O)O)C=C1